(R)-5-(amino(cyclopentyl)methyl)thiophene-3-carboximidamide hydrochloride Cl.N[C@@H](C1=CC(=CS1)C(N)=N)C1CCCC1